methyl 3-furanoate O1C=C(C=C1)C(=O)OC